methyl 4-(4,4,5,5-tetramethyl-1,3,2-dioxaborolan-2-yl)-3,6-dihydropyridine-1(2H)-carboxylate CC1(OB(OC1(C)C)C=1CCN(CC1)C(=O)OC)C